(2R)-3-(3-{3-[1-(4-Amino-3-methyl-1H-pyrazolo[3,4-d]pyrimidin-1-yl)ethyl]-5-chloro-2-methoxy-6-methylphenyl}azetidin-1-yl)-1,1,1-trifluoropropan-2-ol NC1=C2C(=NC=N1)N(N=C2C)C(C)C=2C(=C(C(=C(C2)Cl)C)C2CN(C2)C[C@H](C(F)(F)F)O)OC